CC1=CC=C(C=C1)C=1OC(=CC1)C1=CC=CC=C1 2-(4-methylphenyl)-5-phenylfuran